O=C(CC#N)C1=NC=C(C=C1)C(F)(F)F 3-oxo-3-(5-(trifluoromethyl)pyridin-2-yl)propionitrile